propyl ether Chloride [Cl-].C(CC)OCCC